N-[4-(9-phenyl-9H-carbazol-3-yl)phenyl]-N-[1,1':3',1''-terphenyl-4-yl]-9,9-dimethyl-9H-fluoren-4-amine C1(=CC=CC=C1)N1C2=CC=CC=C2C=2C=C(C=CC12)C1=CC=C(C=C1)N(C1=CC=CC=2C(C3=CC=CC=C3C12)(C)C)C1=CC=C(C=C1)C1=CC(=CC=C1)C1=CC=CC=C1